C(OCC(CCCC)CC)(OOOOC(OCC(CCCC)CC)=O)=O di(2-ethylhexyl) peroxy Dicarbonate